(±)-4-[3-(4,5-dichloro-1-methyl-1H-indole-2-amido)oxan-3-yl]benzoic acid ClC1=C2C=C(N(C2=CC=C1Cl)C)C(=O)N[C@@]1(COCCC1)C1=CC=C(C(=O)O)C=C1 |r|